5-isopropoxy-1H-pyrazol C(C)(C)OC1=CC=NN1